2-tosyl-1,2,4-triazole S(=O)(=O)(C1=CC=C(C)C=C1)N1N=CN=C1